FC=1C=C(C(=O)NCC=2C=NC(=CC2)F)C=C(C1)CN1C(C2=CC=C(C=C2C=C1)C=1C(=NNC1)C(F)(F)F)=O 3-Fluoro-N-((6-fluoropyridin-3-yl)methyl)-5-((1-oxo-6-(3-(trifluoromethyl)-1H-pyrazol-4-yl)isoquinolin-2(1H)-yl)methyl)benzamide